COC(=O)C=1C(=NC(=NC1C(C1=CC=CC=C1)=O)Cl)Cl 2,4-dichloro-6-benzoyl-pyrimidine-5-carboxylic acid methyl ester